4-hydroxy-5-(p-hydroxyphenylcarbonyloxy)pentylmethoxysilane OC(CCC[SiH2]OC)COC(=O)C1=CC=C(C=C1)O